NC(C(=O)O)CCC(=O)NCC 2-amino-5-(ethylamino)-5-oxopentanoic acid